C(C)(C)(C)OC(=O)N(C(OC(C)(C)C)=O)C=1C2=C(N=CN1)N(C(=C2)C=2C=NC(=CC2OCCO)Cl)COCC[Si](C)(C)C tert-butyl N-[(tert-butoxy)carbonyl]-N-{6-[6-chloro-4-(2-hydroxyethoxy)pyridin-3-yl]-7-{[2-(trimethylsilyl)ethoxy]methyl}-7H-pyrrolo[2,3-d]pyrimidin-4-yl}carbamate